1-(7-fluoroheptyl)nonyl 8-(2-hydroxyethylamino)octanoate OCCNCCCCCCCC(=O)OC(CCCCCCCC)CCCCCCCF